C(C)(C)(C)OC(=O)N[C@@H](CCC(N(C)OC)=O)C(=O)OC(C)(C)C tert-butyl N2-(tert-butoxycarbonyl)-N5-methoxy-N5-methyl-L-glutaminate